1-(4-iodophenyl)-N,N-dimethylmethylamine IC1=CC=C(C=C1)CN(C)C